2,4-diazido-2,4-dideoxy-1-(4-methoxybenzyl)-β-D-mannopyranose N(=[N+]=[N-])[C@@H]1[C@](O)(O[C@@H]([C@H]([C@@H]1O)N=[N+]=[N-])CO)CC1=CC=C(C=C1)OC